N-((3S,4S)-4-methoxypyrrolidin-3-yl)pentadecanamide CO[C@@H]1[C@H](CNC1)NC(CCCCCCCCCCCCCC)=O